2-(9-(pyridin-2-yl)-2,6-dioxaspiro[4.5]decan-9-yl)acetonitrile N1=C(C=CC=C1)C1(CCOC2(CCOC2)C1)CC#N